N[C@@H]1C[C@@](N(CC1)C(=O)OC(C)(C)C)(C(=O)O)CCCCB1OC(C(O1)(C)C)(C)C (2R,4S)-4-amino-1-(tert-butoxycarbonyl)-2-(4-(4,4,5,5-tetramethyl-1,3,2-dioxaborolan-2-yl)butyl)piperidine-2-carboxylic acid